C1(CCCCC1)C(=O)ONOS(=O)(=O)C1=CC=C(C)C=C1 ((p-toluenesulfonyloxy) imino) cyclohexane-1-carboxylate